N-[1-[4-(3,4-dichloroanilino)pyrido[3,2-d]pyrimidin-6-yl]azetidin-3-yl]prop-2-enamide ClC=1C=C(NC=2C3=C(N=CN2)C=CC(=N3)N3CC(C3)NC(C=C)=O)C=CC1Cl